[N+](=O)(O)[O-].S(=O)(=O)(O)O.C(O)(O)=O.NCC(=O)O glycine bicarbonate sulfate nitrate